(phenanthrenyl)carbazole C1(=CC=CC=2C3=CC=CC=C3C=CC12)C1=CC=CC=2C3=CC=CC=C3NC12